BrC=1C=C2C(=C(N3CCCC(C1)=C32)C=3C(=NC=C(C3)N3CCOCC3)[C@H](C)OC)C(C(C(=O)OC)(C)C)O methyl 3-[6-bromo-2-[2-[(1S)-1-methoxyethyl]-5-morpholino-3-pyridyl]-1-azatricyclo[6.3.1.04,12]dodeca-2,4,6,8(12)-tetraen-3-yl]-3-hydroxy-2,2-dimethyl-propanoate